C1(CCCC1)C(=O)NC=1SC(=C(N1)C)C=1C=CC(=C(C1)S(=O)(=O)NC1=CC=C(C(=O)O)C=C1)OC 4-[[5-[2-(cyclopentanecarbonylamino)-4-methyl-thiazol-5-yl]-2-methoxyphenyl]sulfonylamino]benzoic acid